FC(C1=C(C=CC=C1)S(=O)(=O)N1CC2(C1)CNC2)(F)F 2-[2-(trifluoromethyl)phenyl]sulfonyl-2,6-diazaspiro[3.3]heptane